ClC1=C(C=CC(=C1)C=1OC(=NN1)C(F)F)CN1N=C(N=N1)C=1C=C2C=CC(=NC2=CC1)NCC 6-[2-[[2-chloro-4-[5-(difluoromethyl)-1,3,4-oxadiazol-2-yl]phenyl]methyl]tetrazol-5-yl]-N-ethylquinolin-2-amine